Cl.Cl.C(C)N[C@H]1[C@H](CNCC1)F (3S,4R)-N-ethyl-3-fluoropiperidin-4-amine dihydrochloride